C1(CC1)C=1NC(=NN1)C1CC2(CN(C2)C(=O)N2CC3(C2)CCN(CC3)CC3=CC=C(C=C3)S(=O)(=O)C(F)(F)F)C1 [6-(5-cyclopropyl-4H-1,2,4-triazol-3-yl)-2-azaspiro[3.3]heptan-2-yl]-[7-[[4-(trifluoromethylsulfonyl)phenyl]methyl]-2,7-diazaspiro[3.5]nonan-2-yl]methanone